FC(C1=CC(=NC=C1)C(=O)OC)F methyl 4-(difluoromethyl)pyridine-2-carboxylate